(6E)-6-[(6-chloro-2-methyl-2H-indazol-5-yl)imino]-3-[(1-methyl-1H-1,2,4-triazol-3-yl)methyl]-1-(2,4,5-trifluorobenzyl)-1,3,5-triazinone ClC=1C(=CC2=CN(N=C2C1)C)\N=C\1/N=CN(C(N1CC1=C(C=C(C(=C1)F)F)F)=O)CC1=NN(C=N1)C